C(C)(C)C=1C=C(OCC=2N(C(=NN2)[C@@H]2CC[C@H](CO2)NC(OC(C)(C)C)=O)C)C=CC1 tert-Butyl N-[(3R,6S)-6-[5-[(3-isopropylphenoxy)methyl]-4-methyl-1,2,4-triazol-3-yl]tetrahydropyran-3-yl]carbamate